NC=1C2=C(N=CN1)N(C(=C2C=2C=NC(=NC2)C(F)F)C#N)C(C)C=2C=NN(C2)C2=C(C=CC=C2)F 4-amino-5-[2-(difluoromethyl)pyrimidin-5-yl]-7-{1-[1-(2-fluorophenyl)-1H-pyrazol-4-yl]ethyl}-7H-pyrrolo[2,3-d]pyrimidine-6-carbonitrile